ClC1=C2CC[C@]3(C2=CC=C1)CCC=1C(=NC(=NC1C3)OC[C@H]3N(C1=CC=CC=C1C3)C)N3C[C@@H](NCC3)CC#N 2-[(2S)-4-[(7R)-4'-chloro-2-[[(2S)-1-methylindolin-2-yl]methoxy]spiro[6,8-dihydro-5H-quinazoline-7,1'-indane]-4-yl]piperazin-2-yl]acetonitrile